C1(=CC=CC=C1)N1C2=CC=CC=C2C=2C(=CC=CC12)C1=CC=2N(C3=CC=CC=C3C2C=C1)C1=CC=CC=C1 diphenyl-9H,9'H-2,4'-bicarbazole